FC(OC=1C=C(C(=C(C1)O)C1=CC2=C(N=N1)N(C1=C2CCC1)C1CC(C1)(C)O)C)F 5-(difluoromethoxy)-2-[8-(cis-3-hydroxy-3-methylcyclobutyl)-5,6,7,8-tetrahydrocyclopenta[4,5]pyrrolo[2,3-c]pyridazin-3-yl]-3-methylphenol